P(=O)(O)(O)C1=CC=C(O1)C=1C=C(C=CC1)C1=CC=CC=2N=C(SC21)N[C@@H]2CC[C@H](CC2)C(=O)O trans-4-((7-(3-(5-phosphonofuran-2-yl)phenyl)benzo[d]thiazol-2-yl)amino)cyclohexane-1-carboxylic acid